[Br-].C(C#C)[N+]1=CC=CC2=CC=CC=C12 1-(prop-2-yn-1-yl)quinolin-1-ium bromide salt